(E)-1-(2,3-difluorophenyl)-N-(2,2-dimethoxyethyl)methylamine FC1=C(C=CC=C1F)CNCC(OC)OC